(4-(6-morpholinyl-1H-pyrrolo[2,3-b]pyridin-3-yl)-5-(trifluoromethyl)pyrimidin-2-yl)-1-oxo-8-azaspiro[4.5]decan-3-amine N1(CCOCC1)C1=CC=C2C(=N1)NC=C2C2=NC(=NC=C2C(F)(F)F)C2C(C1(CC2N)CCNCC1)=O